FC=1C=C2CCN(C2=CC1C=1N=C2SC3=C(N2C1)C=CC(=C3)C(NCCCN3CCC(CC3)F)=O)C(=O)OC(C)(C)C tert-butyl 5-fluoro-6-(7-((3-(4-fluoropiperidin-1-yl)propyl)carbamoyl)benzo[d]imidazo[2,1-b]thiazol-2-yl)indoline-1-carboxylate